ClC1CC(CC=2C3=C(C(NC12)=O)SC(=C3)C=3C=NNC3)(F)F 6-chloro-8,8-difluoro-2-(1H-pyrazol-4-yl)-5,6,7,9-tetrahydrothieno[2,3-c]quinolin-4-one